5-bromo-3-(trifluoromethyl)-pyridine BrC=1C=C(C=NC1)C(F)(F)F